2-((1r,4r)-4-methoxycyclohexyl)ethan-1-ol COC1CCC(CC1)CCO